11-hydroxy-10,13-dimethyl-l-7-((5-((3R)-2-oxido-1,2-dithiolan-3-yl)pentanoyl)oxy)-3-oxo-6,7,8,9,10,11,12,13,14,15,16,17-dodecahydro-3H-cyclopenta[a]phenanthrene-17-carboxylate OC1CC2(C(CCC2C2C(CC3=CC(C=CC3(C12)C)=O)OC(CCCC[C@H]1S(SCC1)=O)=O)C(=O)[O-])C